N'-acetyl-4-amino-N',1-dimethyl-N-((5-(trifluoromethyl)pyrazolo[1,5-a]pyridin-2-yl)methyl)-1H-pyrazolo[4,3-c]quinoline-8-carbohydrazide C(C)(=O)N(N(C(=O)C1=CC=2C3=C(C(=NC2C=C1)N)C=NN3C)CC3=NN1C(C=C(C=C1)C(F)(F)F)=C3)C